4-(1-tert-butoxycarbonylazetidin-3-yl)phthalic acid C(C)(C)(C)OC(=O)N1CC(C1)C=1C=C(C(C(=O)O)=CC1)C(=O)O